8-hydroxy-6-(thiazol-4-yl)-3,4-dihydroisoquinoline-2(1H)-carboxylic acid tert-butyl ester C(C)(C)(C)OC(=O)N1CC2=C(C=C(C=C2CC1)C=1N=CSC1)O